C(CCCCCC)C(C(=O)OCCCC#C)CCCCCCC pent-4-yn-1-yl 2-heptylnonanoate